NC1=C(N=C2C(=N1)NN=C2)C(=O)NCC2=[N+](C1=C(N2CC)C=C(C=C1)C(=O)N1CCC(CC1)N(C[C@@H]([C@H]([C@@H]([C@@H](CO)O)O)O)O)C[C@@H]([C@H]([C@@H]([C@@H](CO)O)O)O)O)CC 2-[({6-amino-1H-pyrazolo[3,4-b]pyrazin-5-yl}formamido)methyl]-6-(4-{bis[(2S,3R,4R,5R)-2,3,4,5,6-pentahydroxyhexyl]amino}piperidine-1-carbonyl)-1,3-diethyl-1H-1,3-benzodiazol-3-ium